[N+](=O)([O-])C=1C(=NC=CC1)C(=C)C 3-nitro-2-(prop-1-ene-2-Yl)pyridine